C(C)(C)(C)C1=CC=C(NC2CCC(CC2)CN(C)C)C=C1 4-(tert-butyl)-N-(4-((dimethylamino)methyl)cyclohexyl)aniline